CN1C=NC(=C1C1=CC(=NC=N1)NC(OC(C)(C)C)=O)NC=1C=NC(=CC1C)C(CC)=O tert-butyl (6-(1-methyl-4-((4-methyl-6-propionylpyridin-3-yl)amino)-1H-imidazol-5-yl)pyrimidin-4-yl)carbamate